ClC1=CC(=C(C(=O)N2C[C@H](N(CC2)C2=C(C(=O)NC[C@@H]3NCCC3)C=C(C=C2)C=2C(=NC=CC2)OCC)CC)C=C1)C(F)(F)F 2-[(2R)-4-[4-chloro-2-(trifluoromethyl)benzoyl]-2-ethylpiperazin-1-yl]-5-(2-ethoxypyridin-3-yl)-N-{[(2R)-pyrrolidin-2-yl]methyl}benzamide